2-isobutyryl-thiazole C(C(C)C)(=O)C=1SC=CN1